N-tert-butyl-3-[6-(2,6-dimethylphenyl)-2-[(1-methylpyrazol-4-yl)sulfonylamino]pyrimidin-4-yl]oxy-pyrrolidine-1-carboxamide C(C)(C)(C)NC(=O)N1CC(CC1)OC1=NC(=NC(=C1)C1=C(C=CC=C1C)C)NS(=O)(=O)C=1C=NN(C1)C